P(=O)(O)(O)O.N1=CC=CC2=CC3=CC=CC=C3C=C12 azaanthracene phosphate